ClC=1C=C(C=CC1)C(COC(=O)N[C@H](C(=O)N[C@H](C(=O)OC)C[C@H]1C(NCC1)=O)CC(C)C)(C)C methyl (S)-2-((S)-2-(((2-(3-chlorophenyl)-2-methylpropoxy) carbonyl)amino)-4-methylpentanamido)-3-((S)-2-oxopyrrolidin-3-yl)propanoate